C(C1=CC=CC=C1)OC1=C(C=CC=C1F)C1=CC(=CC=C1F)C[C@]1(C[C@H](CC1)NS(=O)(=O)C)C(N)=S (1R,3S)-1-((2'-(benzyloxy)-3',6-difluoro-[1,1'-biphenyl]-3-yl)methyl)-3-(methylsulfonamido)cyclopentane-1-carbothioamide